[5-(5-aminoimidazole-1-yl)-3,4-dihydroxy-tetrahydrofuran-2-yl]methoxyphosphonic acid NC1=CN=CN1C1C(C(C(O1)COP(O)(O)=O)O)O